4-bromo-4'-chloro-2,5-difluoro-2'-methoxy-1,1'-biphenyl BrC1=CC(=C(C=C1F)C1=C(C=C(C=C1)Cl)OC)F